BrC1=CC=C(C=C1)\N=N\C1=C(C=CC2=CC=CC=C12)O (E)-1-((4-bromophenyl)azo)naphthalene-2-ol